C1CC(CN2CC3CC=CC=C3C=C21)C(=O)N hexahydro-1H-pyrido[1,2-b]isoquinoline-3-carboxamide